(R)-(6-Chlorochroman-3-yl)(1-(2-(dimethylamino)ethyl)-6-(3-methoxy-1H-pyrazol-4-yl)-1H-indazol-3-yl)methanone ClC=1C=C2C[C@H](COC2=CC1)C(=O)C1=NN(C2=CC(=CC=C12)C=1C(=NNC1)OC)CCN(C)C